methyl 4-[4-(tert-butoxycarbonyl)piperazin-1-yl]cinnoline-8-carboxylate C(C)(C)(C)OC(=O)N1CCN(CC1)C1=CN=NC2=C(C=CC=C12)C(=O)OC